C(C(C)(C)C)N1C(=C(C=C1)C(F)(F)F)C 1-neopentyl-3-(trifluoromethyl)-Methyl-1H-pyrrole